C(#N)C1=CC=C(C=C1)C1CCN(CC1)C(=O)C1=CC(=NC=C1)C1N(CCC1)C(=O)N (4-(4-(4-cyanophenyl)piperidine-1-carbonyl)pyridin-2-yl)pyrrolidine-1-carboxamide